({6-[(1,3-benzothiazol-2-yl)amino]-4-(prop-2-yl)pyridazin-3-yl}amino)-1,3-thiazole-4-carboxylic acid S1C(=NC2=C1C=CC=C2)NC2=CC(=C(N=N2)NC=2SC=C(N2)C(=O)O)C(C)C